COC1=C(C2=C(C=C1)C1(CC1)CO2)S(=O)(=O)NC(=O)C2=NC1=CC=CC(=C1C=C2)C2=NC=CC=C2 N-((6-methoxy-2H-spiro[benzofuran-3,1'-cyclopropan]-7-yl)sulfonyl)-5-(pyridin-2-yl)quinoline-2-carboxamide